7-(4-bromo-3-chloro-benzoyl)-N-[[4-(1-hydroxy-1-methyl-ethyl)phenyl]methyl]-2-(4-isopropoxyphenyl)-3-oxo-6,8-dihydro-5H-imidazo[1,5-a]pyrazine-1-carboxamide BrC1=C(C=C(C(=O)N2CC=3N(CC2)C(N(C3C(=O)NCC3=CC=C(C=C3)C(C)(C)O)C3=CC=C(C=C3)OC(C)C)=O)C=C1)Cl